O=C1OC(CC1NC=O)=O N-(2,5-Dioxotetra-hydrofuran-3-yl)formamid